NC=1C=C2C(CC(C2=CC1)(C)C1=CC=C(C=C1)N)(C)C 5-amino-1-(4-aminophenyl)-1,3,3-trimethyl-indane